C(CCCCCCCCCCCCCC=CCCCCCCCC)(=O)OCCCCCCCCCCCCCCCCCCCCCCCCCCCCCCCCCCCCCC(CC)C 38-methyltetracontyl tetracos-15-enoate